4-((4-(4-methylpiperazin-1-yl)phenyl)thio)-1H-1,2,3-triazole CN1CCN(CC1)C1=CC=C(C=C1)SC=1N=NNC1